Acetic acid 4-(3-(4-cyano-3-(trifluoromethyl) phenyl)-5,5-dimethyl-4-oxo-2-thioxoimidazolidin-1-yl)-2-ethylphenyl ester C(#N)C1=C(C=C(C=C1)N1C(N(C(C1=O)(C)C)C1=CC(=C(C=C1)OC(C)=O)CC)=S)C(F)(F)F